ClC=1C=C(C#N)C=CC1CO[C@H](COCCCCCCCCCCCCCCCCCC)CO 3-Chloro-4-[[(1S)-1-(hydroxymethyl)-2-octadecoxy-ethoxy]methyl]benzonitrile